6-(8-(3-(5-oxo-5,6-dihydro-1,6-naphthyridin-7-yl)propyl)-3,8-diazabicyclo[3.2.1]octan-3-yl)nicotinonitrile O=C1C=2C=CC=NC2C=C(N1)CCCN1C2CN(CC1CC2)C2=NC=C(C#N)C=C2